monophosphine monobromide [Br-].P